C(#N)C1=C(SC2=C1C=CC=C2)C2=C(C=NN2C)C2=CC=C1C(N(C(C1=C2)CCNC(OC(C)(C)C)=O)CC2=C(C=C(C=C2)OC)OC)=O tert-butyl N-[2-[6-[5-(3-cyanobenzothiophen-2-yl)-1-methyl-pyrazol-4-yl]-2-[(2,4-dimethoxyphenyl)methyl]-3-oxo-isoindolin-1-yl]ethyl]carbamate